IC=1C=C(C(=O)OC)C=CC1CC methyl 3-iodo-4-ethylbenzoate